5-(2-Amino-propyl)benzofuran NC(CC=1C=CC2=C(C=CO2)C1)C